ClC1=CC=C(C=C1)C[C@H](C(=O)N1CCN(CC1)C=1C2=C(N=CN1)[C@@H](C[C@H]2C)O)NC(C)C (R)-3-(4-chlorophenyl)-1-(4-((5R,7R)-7-hydroxy-5-methyl-6,7-dihydro-5H-cyclopenta[d]pyrimidin-4-yl)piperazin-1-yl)-2-(isopropylamino)propan-1-one